2,4,6-trimethylbenzoyl-ethoxyphenyl-phosphorus oxide CC1=C(C(=O)P(C2=CC=CC=C2)(OCC)=O)C(=CC(=C1)C)C